2-(2-octyloxyphenyl)-4-dimethylaminophenyl-4-phenylpyridine C(CCCCCCC)OC1=C(C=CC=C1)C1=C(C=CC(=C1)N(C)C)C1=NC=CC(=C1)C1=CC=CC=C1